C1(CC1)[C@H](C(C)(C)O)N1C(C2=C(C=C(C=C2C1)F)C1=C(C=CC=C1)OCC(F)(F)F)=O (R)-2-(1-cyclopropyl-2-hydroxy-2-methylpropyl)-5-fluoro-7-(2-(2,2,2-trifluoroethoxy)phenyl)isoindolin-1-one